[Si](C)(C)(C(C)(C)C)OCC1CCC(CC1)CN1CCC(CC1)C1=CC=C2C(C=3N(C=4C=CC=C(C4C(N3)=O)Cl)C2=C1)(C)C 10-(1-(((1s,4s)-4-(((tert-butyldimethylsilyl)oxy)methyl)cyclohexyl)methyl)piperidin-4-yl)-4-chloro-7,7-dimethylindolo[1,2-a]quinazolin-5(7H)-one